(3,3-difluorocyclobutyl)methyl (8R)-5-(7H-pyrrolo[2,3-d]pyrimidin-4-yl)-5-azaspiro[2.5]octane-8-carboxylate N1=CN=C(C2=C1NC=C2)N2CC1(CC1)[C@@H](CC2)C(=O)OCC2CC(C2)(F)F